4-(3-chloro-4-(N'-cyclopropyl-ureido)phenoxy)-7-methoxyquinoline-6-carboxylic acid amide methanesulfonate CS(=O)(=O)O.ClC=1C=C(OC2=CC=NC3=CC(=C(C=C23)C(=O)N)OC)C=CC1NC(=O)NC1CC1